[(methyl-d)benzofuropyridineyl]pyridine C([2H])C=1C(=NC2=C(C1)OC1=C2C=CC=C1)C1=NC=CC=C1